O1CCN(CC1)C=1C2=C(N=CN1)N(C(=C2)C2=CC=C(C=N2)NC(OC(C)(C)C)=O)COCC[Si](C)(C)C tert-butyl (6-(4-morpholino-7-((2-(trimethylsilyl)ethoxy)methyl)-7H-pyrrolo[2,3-d]pyrimidin-6-yl)pyridin-3-yl)carbamate